methyl 4-((1-(3-((1-(2,2-difluorobenzo[d][1,3]dioxol-5-yl)ethyl)thio)phenyl)-3-(trifluoromethyl)-4,5,6,7-tetrahydro-1H-indazol-7-yl)oxy)benzoate FC1(OC2=C(O1)C=CC(=C2)C(C)SC=2C=C(C=CC2)N2N=C(C=1CCCC(C21)OC2=CC=C(C(=O)OC)C=C2)C(F)(F)F)F